1-butyl-pyridinium bis((trifluoromethyl)sulfonyl)imide [N-](S(=O)(=O)C(F)(F)F)S(=O)(=O)C(F)(F)F.C(CCC)[N+]1=CC=CC=C1